FC(C1(CC1)CCOC1=NN(C=C1)C1=CC=C(C(=N1)N1C(C[C@@H](C1)C)(C)C)C(=O)NS(=O)(=O)C1=CC(=CC=C1)[Ge](C)(C)C)(F)F 6-[3-[2-[1-(Trifluoromethyl)Cyclopropyl]Ethoxy]Pyrazol-1-yl]-N-(3-trimethylgermylphenyl)Sulfonyl-2-[(4S)-2,2,4-trimethylpyrrolidin-1-yl]Pyridine-3-carboxamide